COC=1C=C2C(=NC=NC2=CC1OC)N1N=C(N=C1N)C1=NC=CC=C1 1-(6,7-Dimethoxyquinazolin-4-yl)-3-(pyridin-2-yl)-1H-1,2,4-triazol-5-amine